1-(2-(benzyloxy)ethyl)-3-(3-(5-(pentan-3-ylcarbamoyl)oxazol-2-yl)phenyl)-1H-pyrazole-5-carboxylic acid C(C1=CC=CC=C1)OCCN1N=C(C=C1C(=O)O)C1=CC(=CC=C1)C=1OC(=CN1)C(NC(CC)CC)=O